ethyl 2-(4-(difluoromethoxy) phenyl)-5-methyl-1H-imidazole-4-carboxylate FC(OC1=CC=C(C=C1)C=1NC(=C(N1)C(=O)OCC)C)F